5-(2,4-difluoro-phenoxy)-6-methoxy-2,3-dihydro-1H-indole FC1=C(OC=2C=C3CCNC3=CC2OC)C=CC(=C1)F